4-fluoro-N'-((3-phenyl-2-(trifluoromethyl)-6,7-dihydro-5H-cyclopenta[b]pyridin-4-yl)carbamoyl)-1H-pyrazole-3-sulfonimidamide FC=1C(=NNC1)S(=O)(N)=NC(NC1=C2C(=NC(=C1C1=CC=CC=C1)C(F)(F)F)CCC2)=O